1,3-dimethylimidazolium hydrogencarbonate C(O)([O-])=O.CN1C=[N+](C=C1)C